tert-butyl-3-(2-((1-(((R)-3-fluoropyrrolidin-1-yl)methyl)cyclopropyl)methoxy)-6,7-dihydro-5H-pyrrolo[3,4-d]pyrimidin-4-yl)-3,8-diazabicyclo[3.2.1]octane-8-carboxylate C(C)(C)(C)OC(=O)N1C2CN(CC1CC2)C=2C1=C(N=C(N2)OCC2(CC2)CN2C[C@@H](CC2)F)CNC1